C(C)(C)(C)OC(=O)N1CCC(=CC1)C1=C(C=C(C=C1)NC(=O)C1=CC(=C(C=C1)C=1CCN(CC1)C(=O)OC(C)(C)C)F)OC(F)(F)F tert-butyl 4-{4-[(4-{1-[(tert-butoxy)carbonyl]-1,2,3,6-tetrahydropyridin-4-yl}-3-(trifluoromethoxy)phenyl)carbamoyl]-2-fluorophenyl}-1,2,3,6-tetrahydropyridine-1-carboxylate